C(OC1=C(C=C(C(=C1)[N+](=O)[O-])F)C)(OC)=O 4-fluoro-2-methyl-5-nitrophenyl methyl carbonate